alpha-naphthylmethyl acrylate C(C=C)(=O)OCC1=CC=CC2=CC=CC=C12